(R)-N-(1-(3-amino-5-(trifluoromethyl)phenyl)ethyl)-6-(3,6-dihydro-2H-pyran-4-yl)-2-methylpyrido[2,3-d]pyrimidin-4-amine NC=1C=C(C=C(C1)C(F)(F)F)[C@@H](C)NC=1C2=C(N=C(N1)C)N=CC(=C2)C=2CCOCC2